ClC=1C=C(C=CC1F)NC(=O)C1=C(N=C2COCCN21)C2CC1CC(CC1C2)O N-(3-Chloro-4-fluorophenyl)-2-(5-hydroxyoctahydropentalen-2-yl)-5,6-dihydro-8H-imidazo[2,1-c][1,4]oxazine-3-carboxamide